7-(2-Acrylamidophenyl)-2-(3-bromo-4-fluorophenyl)-4,5,6,7-tetrahydropyrazolo[1,5-a]pyrimidine-3-carboxamide C(C=C)(=O)NC1=C(C=CC=C1)C1CCNC=2N1N=C(C2C(=O)N)C2=CC(=C(C=C2)F)Br